p-toluenesulfonic acid chloride CC1=CC=C(C=C1)S(=O)(=O)Cl